(S)-3'-Hydroxy-4'-(3-(1-((1-methyl-1H-imidazol-2-yl)methyl)pyrrolidin-3-yl)-2-oxo-2,3-dihydro-1H-imidazo[4,5-b]pyridin-1-yl)-[1,1'-biphenyl]-4-carboxylic Acid OC=1C=C(C=CC1N1C(N(C2=NC=CC=C21)[C@@H]2CN(CC2)CC=2N(C=CN2)C)=O)C2=CC=C(C=C2)C(=O)O